BrC1=NC=CC(=C1)C(CC)O 1-(2-bromopyridin-4-yl)propan-1-ol